2-((1r,4r)-4-(2-Acetyl-1H-imidazol-1-yl)cyclohexyl)-6-methoxy-N-(1-methyl-2-oxo-1,2-dihydropyridin-3-yl)-2H-indazole-5-carboxamide C(C)(=O)C=1N(C=CN1)C1CCC(CC1)N1N=C2C=C(C(=CC2=C1)C(=O)NC=1C(N(C=CC1)C)=O)OC